2-amino-7-fluorothieno[3,2-c]pyridine-3-carbonitrile NC1=C(C=2C=NC=C(C2S1)F)C#N